tert-butyl (S)-(1-hydroxy-3-(3-(3-((5-(trifluoromethyl)pyridin-2-yl)oxy)phenyl)-1,2,4-oxadiazol-5-yl)propan-2-yl)carbamate OC[C@H](CC1=NC(=NO1)C1=CC(=CC=C1)OC1=NC=C(C=C1)C(F)(F)F)NC(OC(C)(C)C)=O